O=C1NC(CCC1N1C(C2=CC=CC(=C2C1=O)NCCCC=1N=NN(C1)CCCCCCCCCO)=O)=O 2-(2,6-dioxo-3-piperidyl)-4-[3-[1-(9-hydroxynonyl)triazol-4-yl]propylamino]isoindoline-1,3-dione